C(=O)(O)C1=C(C=CC=C1)OB(O)O 2-carboxyphenyl-boric acid